3-chloro-2-methyl-5-nitrobenzene ClC=1C(=CC=C(C1)[N+](=O)[O-])C